C(C1=CC=CC=C1)N1C(CC(CC1)OCC1=CC=CC=C1)=O 1-benzyl-4-(benzyloxy)piperidin-2-one